1-(4-bromophenyl)-3-phenyl-3-hydroxy-1-propanone BrC1=CC=C(C=C1)C(CC(O)C1=CC=CC=C1)=O